C(C)[C@H]1N(C[C@@H](N(C1)C1=CC(N(C=2C=CC(=NC12)C#N)C)=O)C)C(C)C1=CC=C(C=C1)OC 8-((2s,5r)-5-ethyl-4-(1-(4-methoxyphenyl)ethyl)-2-methylpiperazin-1-yl)-5-methyl-6-oxo-5,6-dihydro-1,5-naphthyridine-2-carbonitrile